((((((1r,4r)-4-hydroxy-4-methylcyclohexyl)methyl)amino)-3-nitrophenyl)sulfonyl)picolinamide OC1(CCC(CC1)CNC1=C(C=CC=C1[N+](=O)[O-])S(=O)(=O)C=1C(=NC=CC1)C(=O)N)C